1-(4,5,6-Trifluoro-1H-benzoimidazol-2-yl)-1H-pyrazole FC1=C(C(=CC=2NC(=NC21)N2N=CC=C2)F)F